O-hydroxy valerate C(CCCC)(=O)OO